C1(CC1)N1N=C(C(=C1)OC=1C(=NC=CC1)NC1=CC(=NC=C1)N1CCOCC1)C1=C(C=C(C=C1)F)F ((1-cyclopropyl-3-(2,4-difluorophenyl)-1H-pyrazol-4-yl)oxy)-N-(2-morpholinopyridin-4-yl)pyridin-2-amine